C(=C)C=1C=C(C=CC1)P(O)(O)=O P-(3-Ethenylphenyl)phosphonic acid